N(=[N+]=[N-])CCCN1C(C=2C(C1=O)=CC=CC2)=O N-(3-azidopropyl)phthalimide